3-(5-(((1S,2S)-5,5-difluoro-2-(isopropylamino)cyclohexyl)methyl)-1-oxoisoindolin-2-yl)piperidine-2,6-dione FC1(CC[C@@H]([C@H](C1)CC=1C=C2CN(C(C2=CC1)=O)C1C(NC(CC1)=O)=O)NC(C)C)F